ethylbis(2-hydroxyethyl)ammonium C(C)[NH+](CCO)CCO